chloro-N-methyl-1-((2-(trimethylsilyl)ethoxy)methyl)-7-vinyl-1H-pyrazolo[4,3-B]pyridin-3-amine ClC1=CC(=C2C(=N1)C(=NN2COCC[Si](C)(C)C)NC)C=C